OC[C@H](C)N1C=NC2=C(C1=O)C=C(N=C2C=2C=NC=CC2)C=2C=NC(=CC2C)C(F)(F)F (S)-3-(1-hydroxypropan-2-yl)-6-(4-methyl-6-(trifluoromethyl)pyridin-3-yl)-8-(pyridin-3-yl)pyrido[3,4-d]pyrimidin-4(3H)-one